ClC1=CC=C(OCC2=COC3=C(C2=O)C=CC=C3)C=C1 3-((4-chlorophenoxy)methyl)-4H-benzopyran-4-one